tert-butyl 4-((7-bromo-2,6-dichloro-8-fluoro-3-nitroquinolin-4-yl)amino)piperidine-1-carboxylate BrC1=C(C=C2C(=C(C(=NC2=C1F)Cl)[N+](=O)[O-])NC1CCN(CC1)C(=O)OC(C)(C)C)Cl